5-methoxy-1H-pyrrolo[2,3-c]pyridine-2-carboxamide COC=1C=C2C(=CN1)NC(=C2)C(=O)N